ClC1=CC=C(CN2C(=NC=3N(C(N(C(C23)=O)CCCO)=O)C)C#CC(C)OCC)C=C1 (4-chlorobenzyl)-8-(3-ethoxybut-1-yn-1-yl)-1-(3-hydroxypropyl)-3-methyl-3,7-dihydro-1H-purine-2,6-dione